FC1=CC=C(C=C1)C=1N(C(=NN1)SCC(=O)NC1=C(C2=C(S1)CCC2)C(=O)N)C 2-(2-{[5-(4-fluorophenyl)-4-methyl-4H-1,2,4-triazol-3-yl]sulfanyl}acetamido)-4H,5H,6H-cyclopenta[b]thiophene-3-carboxamide